COCCN1C=NC=2C1=NC(=CC2N2CCOCC2)N2N=C(C=C2)C=2C=C(C=CC2)C (3-(2-methoxyethyl)-7-morpholino-3H-imidazo[4,5-b]pyridin-5-yl)-3-(m-tolyl)-1H-pyrazole